3-chloro-4-(2-((dimethylamino)methyl)-7-azabicyclo[2.2.1]heptan-7-yl)-2,6-difluoro-N-(6-fluoropyridin-2-yl)benzenesulfonamide ClC=1C(=C(C(=CC1N1C2C(CC1CC2)CN(C)C)F)S(=O)(=O)NC2=NC(=CC=C2)F)F